C(\C=C/C=CC=CC=CCCCCCCCCCCC)(=O)[O-] cis-13-trans-icosatetraenoate